N1(C=NC=C1)C(=O)N1CCC2(C(NC3=NC=CC=C32)=O)CCC1 1-(1H-imidazole-1-carbonyl)spiro[azepan-4,3'-pyrrolo[2,3-b]pyridine]-2'(1'H)-one